BrC1=CC=C(C=C1)N1N=C(C(=C1)[C@@H]1O[C@H](C(N1CCC1=CC=C(C=C1)OC(C)C)=O)C)C1=CC=C(C=C1)F (2S,5S)-2-(1-(4-bromophenyl)-3-(4-fluorophenyl)-1H-pyrazol-4-yl)-3-(4-isopropoxyphenethyl)-5-methyloxazolidin-4-one